NC1=NC2=NC=C(N=C2C(=N1)O)CNC1=CC=C(C(=O)N[C@@H](CCC(=O)O)C(=O)O)C=C1 (4-(((2-amino-4-hydroxypteridin-6-yl)methyl)amino)benzoyl)-L-glutamic acid